Cl.COC(C1=CC=C(C=C1)O[C@@H]1CNCC1)=O (S)-4-(pyrrolidin-3-yloxy)benzoic acid methyl ester, hydrochloride